O=C1NC(CCC1N1C(C2=CC(=C(C=C2C1)CN1CCN(CC1)C=1C(=CC2=C(C(C=3NC4=CC(=CC=C4C3C2=O)C#N)(C)C)C1)CC)F)=O)=O 8-(4-((2-(2,6-dioxopiperidin-3-yl)-6-fluoro-1-oxoisoindolin-5-yl)methyl)piperazin-1-yl)-9-ethyl-6,6-dimethyl-11-oxo-6,11-dihydro-5H-benzo[b]carbazole-3-carbonitrile